5-methyl-7-(piperidin-3-yl)-5,7-diazaspiro[3.4]octan-6-one hydrochloride Cl.CN1C2(CCC2)CN(C1=O)C1CNCCC1